C[C@]1(CC2=CC=C(C=C2C1)C)CO |r| (+/-)-(2,5-dimethyl-2,3-dihydro-1H-inden-2-yl)methanol